1-allyl-3-chloro-3,4,5,6,7,8-hexahydroquinoxalin-2-one C(C=C)N1C(C(NC=2CCCCC12)Cl)=O